C(C)(=O)N[C@@H](C(=O)N1[C@@H]([C@H]2[C@@H](C1)CCC2)C(=O)N[C@@H](C[C@H]2C(NCC2)=O)\C=C(/S(=O)(=O)C)\F)C2=CC=CC=C2 (1S,3aS,6aR)-2-((R)-2-acetamido-2-phenylacetyl)-N-((S,Z)-4-fluoro-4-(methylsulfonyl)-1-((S)-2-oxopyrrolidin-3-yl)but-3-en-2-yl)octahydrocyclopenta[c]pyrrole-1-carboxamide